BrC1=CC=C(C=N1)C1(CC1)C#N 1-(6-bromo-3-pyridinyl)cyclopropanecarbonitrile